ClC1=C(C=CC(=C1)N1C[C@@](CCC1)(CCC1=CC(=CC=C1)C(F)(F)F)N(C)C)S(=O)(=O)N(C1=NC=NC=C1)CC1=C(C=C(C=C1)OC)OC (S)-2-Chloro-N-(2,4-dimethoxybenzyl)-4-(3-(dimethylamino)-3-(3-(trifluoromethyl)-phenethyl)piperidin-1-yl)-N-(pyrimidin-4-yl)benzenesulfonamide